2-(3-chlorophenyl)-N-((R)-((S)-7-(1-methyl-1H-pyrazol-4-yl)-2,3-dihydro-1H-pyrido[2,3-b][1,4]oxazin-3-yl)(phenyl)methyl)ethanamine ClC=1C=C(C=CC1)CCN[C@H](C1=CC=CC=C1)[C@@H]1CNC2=C(O1)N=CC(=C2)C=2C=NN(C2)C